CC1=NC(=CC=C1C(=O)N)NC(CC)=O Methyl-6-propionylaminopyridine-3-carboxamide